[2-morpholino-4-(3-pyrazol-1-ylphenyl)-6-(3-pyridylamino)pyrimidin-5-yl]methanol O1CCN(CC1)C1=NC(=C(C(=N1)C1=CC(=CC=C1)N1N=CC=C1)CO)NC=1C=NC=CC1